3-(4-(3-(trifluoromethyl)-3H-diazin-3-yl)phenyl)propan-1-ol ethyl-3-aminobicyclo[3.1.0]hexane-6-carboxylate C(C)C12CC(CC2C1C(=O)OCCCC1=CC=C(C=C1)C1(NN=CC=C1)C(F)(F)F)N